BrC=1C(=C2C=NNC2=CC1F)C=1N=CC=2N(C1)C=C(N2)NC(=O)C2C(C2)F N-(6-(5-bromo-6-fluoro-1H-indazol-4-yl)imidazo[1,2-a]pyrazin-2-yl)-2-fluorocyclopropane-1-carboxamide